CC(C(NCCC)(C)C)(C=N)C Tetramethyl-iminodipropylamine